(2-(6-(2-ethyl-5-fluoro-4-hydroxyphenyl)-1H-indazol-3-yl)-4,6-dihydropyrrolo[3,4-d]imidazole-5(1H)-yl)(1-methyl-1H-pyrazol-4-yl)methanone C(C)C1=C(C=C(C(=C1)O)F)C1=CC=C2C(=NNC2=C1)C1=NC2=C(N1)CN(C2)C(=O)C=2C=NN(C2)C